(2R,3R,5S)-tert-Butyl 5-allyl-2-((tert-butyldiphenylsilyloxy)methyl)-3-(4-octylphenyl)pyrrolidine-1-carboxylate C(C=C)[C@H]1C[C@@H]([C@@H](N1C(=O)OC(C)(C)C)CO[Si](C1=CC=CC=C1)(C1=CC=CC=C1)C(C)(C)C)C1=CC=C(C=C1)CCCCCCCC